diethyl (2,2-dimethylpropyl)malonate CC(CC(C(=O)OCC)C(=O)OCC)(C)C